{1-[3-(4-Chloro-phenyl)-adamantan-1-yl]-ethyl}-(9-ethyl-9H-carbazol-3-ylmethyl)-amine ClC1=CC=C(C=C1)C12CC3(CC(CC(C1)C3)C2)C(C)NCC=2C=CC=3N(C1=CC=CC=C1C3C2)CC